ClC=1N=CN(C1)C1=C(C=C(C=C1)NC1=NN2C(N(CCC2)C2=CC(=CC=C2)F)=N1)OC N-[4-(4-Chloroimidazol-1-yl)-3-methoxy-phenyl]-4-(3-fluorophenyl)-6,7-dihydro-5H-[1,2,4]triazolo[1,5-a]pyrimidin-2-amine